tert-butyl (E)-2-(2-(N-((1,2,3,5,6,7-hexahydro-s-indacen-4-yl)carbamoyl)sulfamoyl)vinyl)-2-methylazetidine-1-carboxylate C1CCC2=C(C=3CCCC3C=C12)NC(=O)NS(=O)(=O)/C=C/C1(N(CC1)C(=O)OC(C)(C)C)C